methyl (Z)-5-(aminomethyl)-N-cyanothiophene-3-carbimidate NCC1=CC(=CS1)/C(/OC)=N/C#N